Trimethoxysilylbutyl-succinic anhydride CO[Si](OC)(OC)CCCCC1C(=O)OC(C1)=O